BrC=1C=CC2=C(CCCO2)C1F 6-bromo-5-fluoro-3,4-dihydro-2H-1-benzopyran